6-(dimethylamino)-9-(4-fluorophenyl)-1-methoxyxanthylium chloride [Cl-].CN(C=1C=C2[O+]=C3C=CC=C(C3=C(C2=CC1)C1=CC=C(C=C1)F)OC)C